N,N'-dipentylethylenediamine C(CCCC)NCCNCCCCC